hexathionine C1/C=C\SSSSSS1